CC(C/C=C/C1CNCCO1)(C)C (E)-2-(4,4-dimethylpent-1-en-1-yl)morpholine